O1CC(C1)NCC=1C=CC=2N(C1)N=CC2C(=O)OC methyl 6-((oxetan-3-ylamino)methyl)pyrazolo[1,5-a]pyridine-3-carboxylate